2,2-trifluoroethanol C(C(F)(F)F)O